C(C)[C@H]1N(C[C@@H](N(C1)C1=CC(N(C=2C=CC(=NC12)C#N)C)=O)C)C(C1=NC=C(C=C1)C(F)(F)F)C1=CC=C(C=C1)F 8-[(2s,5r)-5-ethyl-4-[(4-fluorophenyl)[5-(trifluoromethyl)pyridin-2-yl]methyl]-2-methylpiperazin-1-yl]-5-methyl-6-oxo-5,6-dihydro-1,5-naphthyridine-2-carbonitrile